F\C(=C/C1=CC=CC=C1)\S(=O)(=O)C1=CC=CC=C1 (E)-[2-fluoro(2-benzenesulfonyl)ethenyl]benzene